7-bromo-5-ethoxy-3-methylquinoxalin-2(1H)-one BrC1=CC(=C2N=C(C(NC2=C1)=O)C)OCC